N-methyl-N-(4'-methylbenzenesulfonyl)-p-fluorophenylacetyleneamine CN(C#CC1=CC=C(C=C1)F)S(=O)(=O)C1=CC=C(C=C1)C